NC(CO)C=1OC(=NN1)C1=C(C=CC=C1)NC1=CC=C(C=C1)C(F)(F)F 2-amino-2-(5-(2-((4-(trifluoromethyl)phenyl)amino)phenyl)-1,3,4-oxadiazol-2-yl)ethanol